N-[3-chloro-4-(2,2-difluoroethoxy)-2-fluoro-phenyl]-6-[(1S,4S)-2,5-diazabicyclo[2.2.1]heptan-2-yl]pyrido[3,2-d]pyrimidin-4-amine ClC=1C(=C(C=CC1OCC(F)F)NC=1C2=C(N=CN1)C=CC(=N2)N2[C@@H]1CN[C@H](C2)C1)F